2-fluoro-5-(5-(oxazol-5-yl)-1,3,4-oxadiazol-2-yl)aniline diphenylethyl-sulfite C1(=CC=CC=C1)C(COS(=O)O)C1=CC=CC=C1.FC1=C(N)C=C(C=C1)C=1OC(=NN1)C1=CN=CO1